BrC1=CC=CC=2N(C(OC21)=O)C2C(NC(CC2)=O)=O 3-(7-bromo-2-oxobenzo[d]oxazol-3(2H)-yl)piperidine-2,6-dione